ClC1=NC=C(C(=O)N(C(C)C)C(C)C)C(=C1)CO 6-chloro-4-(hydroxymethyl)-N,N-diisopropylnicotinamide